methyleneoctyl-amine C=CCCCCCCCN